C(C)N1C(=NC2=C(C=C(C=C2C1=O)C)C(C)NC1=C(C(=O)O)C=CC=C1)N1CCOCCC1 2-((1-(3-ethyl-6-methyl-2-(1,4-oxazepan-4-yl)-4-oxo-3,4-dihydroquinazolin-8-yl)ethyl)amino)benzoic acid